OC1=C(C=C(C=C1)CC)C1=C(CCC2N(CCCC2)C)C=CC=C1 2-[2-(2-hydroxy-5-ethyl-phenyl)-phenethyl]-N-methylpiperidine